COC=1C2=C(N=CN1)N(C=C2)COCC[Si](C)(C)C 4-methoxy-7-((2-(trimethylsilyl)ethoxy)methyl)-7H-pyrrolo[2,3-d]pyrimidine